BrC=1C=C2C(=CN(C2=CC1)CC1CC1)C#N 5-bromo-1-cyclopropylmethyl-1H-indole-3-Carbononitrile